BrC[C@@H]1[C@H](C1)C1=C(C=CC=C1)C1=CC=CC=C1 ((1S,2S)-2-(bromomethyl)cyclopropyl)biphenyl